COC(C1=CC(=C(C(=C1)NC)N(C(CCl)=O)C)OC(F)F)=O.C(=C)C1CC(CCC1)C=C 1,3-divinyl-cyclohexane Methyl-4-(2-chloro-N-methylacetamido)-3-(difluoromethoxy)-5-(methylamino)benzoate